The molecule is a member of the class of indole-3-acetic acids in which the hydrogen at position 5 of indole-3-acetic acid has been replaced by a methoxy group. It has a role as a Brassica napus metabolite, a human urinary metabolite, an antibacterial agent, a marine xenobiotic metabolite, a carcinogenic agent and a rat metabolite. It is a member of indole-3-acetic acids and an aromatic ether. COC1=CC2=C(C=C1)NC=C2CC(=O)O